C1(=CC=CC=C1)C=1NC2=C(N1)C=CC(=C2)S(=O)(=O)O 2-phenylbenzoimidazole-5-sulfonic acid